FC=1C=C(C=CC1OC)C1=CN=C2N1C=CN=C2NC2=CC(=C(C(=O)N1CCC(CC1)C(=O)NCC(C(CO)O)O)C=C2)C 1-[4-[[3-(3-fluoro-4-methoxyphenyl)imidazo[1,2-a]pyrazin-8-yl]amino]-2-methylbenzoyl]-N-(2,3,4-trihydroxybutyl)piperidine-4-carboxamide